C[C@@]1(C[C@H](O)[C@@H](CO)O1)N1C=NC=2C(N)=NC=NC12 methyl-2'-deoxyadenosine